3-Methyl-7,8-dihydro-6H-pyridazino[4,3-b][1,4]oxazine CC1=CC=2OCCNC2N=N1